NC1=C2C(=NC=N1)N(N=C2C2=CC(=C(C=C2)NC(=O)NC2=CC(=NO2)C2(CC2)C(F)(F)F)F)C2CCN(CC2)C 1-(4-(4-AMINO-1-(1-METHYLPIPERIDIN-4-YL)-1H-PYRAZOLO[3,4-D]PYRIMIDIN-3-YL)-2-FLUOROPHENYL)-3-(3-(1-(TRIFLUOROMETHYL)CYCLOPROPYL)ISOXAZOL-5-YL)UREA